3-benzyl-1-(1-(4-fluorophenyl)-6-methyl-1H-indazol-5-yl)-3-azabicyclo[3.1.0]hexane-6-carboxylic acid C(C1=CC=CC=C1)N1CC2(C(C2C1)C(=O)O)C=1C=C2C=NN(C2=CC1C)C1=CC=C(C=C1)F